N-(1,1'-biphenyl-4-ylethyl)propionamide C1(=CC=C(C=C1)CCNC(CC)=O)C1=CC=CC=C1